(1-(2,6-Dimethoxyphenyl)-2-(6-ethoxypyridin-2-yl)-1H-imidazo[4,5-b]pyrazin-6-yl)-1-(5-fluoropyrimidin-2-yl)methanesulfonamide COC1=C(C(=CC=C1)OC)N1C(=NC=2C1=NC(=CN2)C(S(=O)(=O)N)C2=NC=C(C=N2)F)C2=NC(=CC=C2)OCC